FC(CCCCCCCCCCCCCCCOC1OCCCC1)(F)F 2-(16,16,16-trifluorohexadecoxy)tetrahydropyran